6-(5-(chloromethyl)-1,3,4-oxadiazol-2-yl)-4-methylpyridine-3-carbonitrile ClCC1=NN=C(O1)C1=CC(=C(C=N1)C#N)C